[IH2+].C(C)(=O)C=1C(=NC=CC1)C1=[NH+]C=CC=C1 2-(acetylpyridyl)pyridinium iodonium salt